ClC1=CC=C2[C@@H](C[C@@H](NC2=C1)C)NC=O |o1:5,7| N-((2S*,4R*)-7-chloro-2-methyl-1,2,3,4-tetrahydroquinolin-4-yl)formamide